FC1(CCN(CC1)C(=O)C=1C=NC2=C(C=CC=C2C1)B(O)O)F (3-(4,4-Difluoropiperidin-1-carbonyl)quinolin-8-yl)boronic acid